C1=CC=C(C=2SC3=C(C21)C=CC=C3)C3=CC=C(C=C3)C3=CC=CC2=CC=C1C=CC=NC1=C23 10-(4-Dibenzothiophen-4-ylphenyl)benzo[h]quinoline